C(C=C)[C@H]1CN(C[C@H]1OC=O)C(=O)OC(C)(C)C (3S,4S)-TERT-BUTYL 3-ALLYL-4-(FORMYLOXY)PYRROLIDINE-1-CARBOXYLATE